1-(tert-butyl)-2-(3-phenylfuran-2-yl)-1H-pyrrole C(C)(C)(C)N1C(=CC=C1)C=1OC=CC1C1=CC=CC=C1